ClC=1C=C(CNCCCCOCCN2C(C3=C(C=4C=CC(=CC24)C(=O)O)C=NN3)=O)C=CC1OC(F)(F)F 5-(2-(4-((3-Chloro-4-(trifluoromethoxy)benzyl)amino)butoxy)ethyl)-4-oxo-4,5-dihydro-3H-pyrazolo[3,4-c]quinoline-7-carboxylic acid